C1(CC1)C=1C=C(C(=NC1C1=CC=C(C=C1)F)OCC)CN1CCC2(CN(C(O2)=O)C2=CC=C(C=C2)P(=O)(OC(C)(C)C)OC(C)(C)C)CC1 8-[[5-cyclopropyl-2-ethoxy-6-(4-fluorophenyl)-3-pyridyl]methyl]-3-(4-ditert-butoxyphosphorylphenyl)-1-oxa-3,8-diazaspiro[4.5]decan-2-one